[4-[2-[4-[[(1S)-2-azaniumyl-1-(hydroxycarbamoyl)-2-methyl-propyl]carbamoyl]phenyl]ethynyl]phenyl]methyl-(2-methoxyethyl)ammonium propanoate C(CC)(=O)[O-].[NH3+]C([C@@H](C(NO)=O)NC(=O)C1=CC=C(C=C1)C#CC1=CC=C(C=C1)C[NH2+]CCOC)(C)C.C(CC)(=O)[O-]